BrC1=CC(=C(C=C1)OC)\C=C\[C@@H]1CC[C@H](CC1)C(F)(F)F 4-Bromo-1-methoxy-2-((E)-2-(trans-4-(trifluoromethyl)cyclohexyl)vinyl)benzene